3-({5-[(3S,4S)-4-amino-3-methyl-2-oxa-8-azaspiro[4.5]dec-8-yl]imidazo[1,2-c]pyrimidin-8-yl}sulfanyl)-2-chloro-N,N-dimethylbenzamide N[C@@H]1[C@@H](OCC12CCN(CC2)C2=NC=C(C=1N2C=CN1)SC=1C(=C(C(=O)N(C)C)C=CC1)Cl)C